(1R,3S)-3-{5-[4-(2-formyl-3-hydroxyphenyl)butanamido]-2H-pyrazol-3-yl}cyclopentyl N-isopropylcarbamate C(C)(C)NC(O[C@H]1C[C@H](CC1)C=1NN=C(C1)NC(CCCC1=C(C(=CC=C1)O)C=O)=O)=O